(2S)-4-iodo-2-methyltetrahydro-2H-pyran IC1C[C@@H](OCC1)C